The molecule is the amino dicarboxylic acid that is heptanedioic acid with amino substituents at C-2 and C-6. It has a role as an Escherichia coli metabolite. It derives from a pimelic acid. It is a conjugate acid of a 2,6-diaminopimelate(2-). C(CC(C(=O)O)N)CC(C(=O)O)N